ClC1=C(C=CC(=C1)OC)C1=CN=C2N1C=CN=C2NC=2C=C1CCNC(C1=CC2)=O 6-[[3-(2-chloro-4-methoxyphenyl)imidazo[1,2-a]pyrazin-8-yl]amino]-3,4-dihydro-2H-isoquinolin-1-one